ClC=1C(N(C=C(C1C1=C(C=C(C=C1)F)Cl)C1=C(C(=CC(=C1)OC)OC)Cl)OC)=O 3-chloro-4-(2-chloro-4-fluorophenyl)-5-(2-chloro-3,5-dimethoxyphenyl)-1-methoxy-2(1H)-pyridinone